C(C(C)C)N1C2CC(CC1CC2)N2CCC(CC2)C=2C=C(C1=C(N(C(=N1)C=1C=C(C=3N(C1)N=CN3)OC)C)C2)C 6-(6-(1-(8-isobutyl-8-azabicyclo[3.2.1]oct-3-yl)piperidin-4-yl)-1,4-dimethyl-1H-benzo[d]imidazol-2-yl)-8-methoxy-[1,2,4]triazolo[1,5-a]pyridine